N-((R or S)-(3-chloro-4-fluorophenyl)(6-(2,2,2-trifluoro-ethoxy)pyridin-3-yl)methyl)-3-oxopiperazine-1-carboxamide ClC=1C=C(C=CC1F)[C@@H](NC(=O)N1CC(NCC1)=O)C=1C=NC(=CC1)OCC(F)(F)F |o1:8|